Cl.ClC1=C(OCCN)C(=CC(=C1)OCC=C(Cl)Cl)Cl 2-(2,6-dichloro-4-((3,3-dichloroallyl)oxy)phenoxy)ethane-1-amine hydrochloride